BrC1=CC(=C(C=C1F)NS(=O)(=O)C1=CN(C2=NC(=CC=C21)Cl)S(=O)(=O)C2=CC=CC=C2)F N-(4-bromo-2,5-difluorophenyl)-6-chloro-1-(phenylsulfonyl)-1H-pyrrolo[2,3-b]pyridine-3-sulfonamide